p-acetamidobenzoic acid amide C(C)(=O)NC1=CC=C(C(=O)N)C=C1